(3Z)-1-iodo-14,14-didecanyloxy-3-tetradecene ICC\C=C/CCCCCCCCCC(OCCCCCCCCCC)OCCCCCCCCCC